N(s)-Boc-D-lysine C(=O)(OC(C)(C)C)N[C@H](CCCCN)C(=O)O